benzyl 2-(1,3-dioxoisoindolin-2-yl)-3,3-dimethyl-5-oxopentanoate O=C1N(C(C2=CC=CC=C12)=O)C(C(=O)OCC1=CC=CC=C1)C(CC=O)(C)C